C1(CC1)NC1(CCCCCC1)CC1=C(C(=O)N)C=CC(=C1)C#CC1=CC=C(C=C1)F ((1-(cyclopropylamino)cycloheptyl)methyl)-4-((4-fluorophenyl)ethynyl)benzamide